C1=C(C=CC=2C=CC3=C(C=4C=CC=CC4C=C3C21)C#N)C#N benzenoanthracen-2,7-dicarbonitril